racemic-3-ethynyl-3-hydroxy-1-(2,2,2-trifluoroethyl)pyrrolidin-2-one C(#C)[C@]1(C(N(CC1)CC(F)(F)F)=O)O |r|